methyl 3-bromopropanoate BrCCC(=O)OC